S1(C(CCC1)C(=O)O)(=O)=O tetrahydrothiophene-2-carboxylic acid 1,1-dioxide